COC1=C(C=CC=C1)C1=CC(=NC=C1C(=O)NC=1SC2=C(N1)CN(C2)C(=O)C2=CN=CO2)C 4-(2-methoxyphenyl)-6-methyl-N-(5-(oxazole-5-carbonyl)-5,6-dihydro-4H-pyrrolo[3,4-d]thiazol-2-yl)nicotinamide